3-(ethyl-(tetrahydro-2H-pyran-4-yl)amino)-N-((4-methoxy-6-methyl-2-carbonyl-1,2-dihydropyridin-3-yl)methyl)-2-methyl-5-(3-morpholino-2,3-dihydro-1H-inden-5-yl)benzamide C(C)N(C=1C(=C(C(=O)NCC=2C(NC(=CC2OC)C)=C=O)C=C(C1)C=1C=C2C(CCC2=CC1)N1CCOCC1)C)C1CCOCC1